2-[4-(phenoxymethyl)piperidin-1-yl]quinoxaline O(C1=CC=CC=C1)CC1CCN(CC1)C1=NC2=CC=CC=C2N=C1